CC=1N=CSC1C=1C(=NC=NC1)C(C(C)O)C=1OC=CC1 5-(4-methylthiazol-5-yl)pyrimidin-4-ylfuran-2-ylpropane-2-ol